C1(=CC=CC2=CC=CC=C12)C1=C(C(=C(C=2CC3=CC=CC=C3C12)C=1C(=C2C=3C(=C(C(=C(C3CC2=CC1)N(C1=C(C(=C(C=C1)C)C)C1=CC=CC=2C3=CC=CC=C3CC12)C1=CC=CC=C1)C1=CC=CC=C1)C1=CC=CC=C1)C1=C(C(=CC=2C3=CC=CC=C3CC12)C1=CC=CC=C1)C1=CC=CC=C1)C1=C(C=CC=C1)C1=CC=CC=C1)C)C (naphthyldimethylfluorenyl)(biphenylyl)(diphenylfluorenyl)(phenyl)(dimethylfluorenylphenyl)(diphenylfluorenyl)amine